NC1=C2C(=NC=N1)N(N=C2I)C(C)C=2C(=C(C(=C(C2)Cl)F)C2CN(C2)C(=O)OC(C)(C)C)OCC tert-Butyl 3-{3-[1-(4-amino-3-iodo-1H-pyrazolo[3,4-d]pyrimidin-1-yl)ethyl]-5-chloro-2-ethoxy-6-fluorophenyl}azetidine-1-carboxylate